O=C1NC(CCC1N1C(C2=CC(=CC(=C2C1=O)F)CN(C)C1CCN(CC1)C1=CC=C(C=C1)[C@H]1[C@H](CCC2=CC(=CC=C12)O)C1=CC=CC=C1)=O)=O 2-(2,6-dioxopiperidin-3-yl)-4-fluoro-6-(((1-(4-((1R,2S)-6-hydroxy-2-phenyl-1,2,3,4-tetrahydronaphthalen-1-yl)phenyl)piperidin-4-yl)(methyl)amino)methyl)isoindoline-1,3-dione